o-methylcyclohexylformic acid CC1C(CCCC1)C(=O)O